tert-butyl-2-(4-oxobutyl)-5,6,7,8-tetrahydro-9H-pyrido[2,3-b]azepine C(C)(C)(C)C1=CC2=C(NCCCC2)N=C1CCCC=O